N-(2-bromo-3-fluorophenyl)thioacetamide BrC1=C(C=CC=C1F)NC(C)=S